FC(COC1=C(C=C(C=C1)F)[C@@H](C)NC1=NC=2N(C=C1)N=CC2C=2C=NN(C2)C)F (R)-N-(1-(2-(2,2-difluoroethoxy)-5-fluorophenyl)ethyl)-3-(1-methyl-1H-pyrazol-4-yl)pyrazolo[1,5-a]pyrimidin-5-amine